FC=1C(=C(C=CC1N)C1=CC=C(C=C1)N)F difluoro-4,4'-diaminobiphenyl